(S)-N-(5-(3,5-dimethylisoxazol-4-yl)-2-(((1R,3R)-3-hydroxycyclopentyl)amino)phenyl)-5-oxopyrrolidine-2-carboxamide CC1=NOC(=C1C=1C=CC(=C(C1)NC(=O)[C@H]1NC(CC1)=O)N[C@H]1C[C@@H](CC1)O)C